2-(((1-Methylazetidin-3-yl)carbamoyl)oxy)-3-(((9Z,12Z)-octadeca-9,12-dienoyl)-oxy)propyl (9Z,12Z,15Z)-octadeca-9,12,15-trienoate C(CCCCCCC\C=C/C\C=C/C\C=C/CC)(=O)OCC(COC(CCCCCCC\C=C/C\C=C/CCCCC)=O)OC(NC1CN(C1)C)=O